CC(CN1CC2(CC1)CCN(CC2)C=2C1=C(N=C(N2)C2=CC=NC=C2)C=NC=C1OC1COC1)C 2-Methyl-1-(8-(5-(oxetan-3-yloxy)-2-(pyridin-4-yl)pyrido[3,4-d]pyrimidin-4-yl)-2,8-diazaspiro[4.5]decan-2-yl)propan